ditert.Butyl peroxide C(C)(C)(C)OOC(C)(C)C